((4-acetoxyphenyl)sulfonyl)((trifluoromethyl)sulfonyl)amine potassium salt [K].C(C)(=O)OC1=CC=C(C=C1)S(=O)(=O)NS(=O)(=O)C(F)(F)F